COC1=C(C=CC=C1)SC=1C=2N(C=NC1)C=NN2 8-((2-methoxyphenyl)thio)-[1,2,4]triazolo[4,3-c]pyrimidin